C1(=CC=CC=C1)CCCCCCCCCS 9-phenyl-nonanthiol